C1(CC1)C=1N(C=CN1)C=1C=C(OC[C@@H](C)O)C=CC1 (R)-1-(3-(2-cyclopropyl-1H-imidazol-1-yl)phenoxy)propan-2-ol